(S)-5-cyclohexyl-3-(1-cyclopentyl-5-(2,6-dimethoxyphenyl)-1H-pyrazole-3-carboxamido)pentanoic acid tert-butyl ester C(C)(C)(C)OC(C[C@H](CCC1CCCCC1)NC(=O)C1=NN(C(=C1)C1=C(C=CC=C1OC)OC)C1CCCC1)=O